FC1=C(N)C=CC(=C1)S(F)(F)(F)(F)F 2-fluoro-4-(pentafluoro-λ6-sulfanyl)aniline